C(C)C=1C=C(C=CC1B1OC(C(O1)(C)C)(C)C)NC(=O)NC(CO)(C)C 1-[3-ethyl-4-(4,4,5,5-tetramethyl-1,3,2-dioxaborolan-2-yl)phenyl]-3-(2-hydroxy-1,1-dimethyl-ethyl)urea